CC=1C(=C(C=C(C1)C)O)OC 3,5-dimethyl-2-methoxyphenol